C1(=CC=CC2=CC=CC=C12)[C@H](C)N1CCC(CC1)N(S(=O)(=O)C1CC1)CC(=O)NCC(NCC#C)=O (S)-2-(N-(1-(1-(naphthalen-1-yl)ethyl)piperidin-4-yl)cyclopropanesulfonamido)-N-(2-oxo-2-(prop-2-yn-1-ylamino)ethyl)acetamide